C12(CCC(CC1)CC2)C(=O)NCCCN(CCCCCCCC(=O)OCCC(CCCC)CCCC)CCCCCCCC(=O)OC(CCCCCCCC)CCCCCCCC 3-butylheptyl 8-((3-(bicyclo[2.2.2]octane-1-carboxamido)propyl)(8-(heptadecan-9-yloxy)-8-oxooctyl)amino)octanoate